CC(CC(=O)N1C2(CC2)CN(CC1)C1=CC=C(C=N1)C=1C=2N(C=C(C1)C=1C=NN(C1)C)N=CC2C#N)(C)C 4-(6-(4-(3,3-dimethylbutyryl)-4,7-diazaspiro[2.5]oct-7-yl)pyridin-3-yl)-6-(1-methyl-1H-pyrazol-4-yl)pyrazolo[1,5-a]pyridine-3-carbonitrile